N1=CC=C(C=C1)C1=NNC(=C1)N1C(CC(CC1)C=1C=NN(C1)C(F)(F)F)=O 1-(3-(pyridin-4-yl)-1H-pyrazol-5-yl)-4-(1-(trifluoromethyl)-1H-pyrazol-4-yl)piperidin-2-one